(1R)-7-ethoxy-6-methoxy-1-(4-(5-methoxy-1H-indol-3-yl)cyclohexyl)-3,4-dihydroisoquinoline-2(1H)-formaldehyde C(C)OC1=C(C=C2CCN([C@@H](C2=C1)C1CCC(CC1)C1=CNC2=CC=C(C=C12)OC)C=O)OC